N1=CC=C(C=C1)C=1C2=C(C(=NC1)NCC=1C=C(C=CC1)NC(=O)C=1C=C3CCNCC3=CC1)CCO2 N-(3-(((7-(Pyridin-4-yl)-2,3-dihydrofuro[3,2-c]pyridin-4-yl)amino)methyl)phenyl)-1,2,3,4-tetrahydroisochinolin-6-carboxamid